DL-3-hydroxyphenyl-glycine OC=1C=C(C=CC1)NCC(=O)O